(4-amino-2-((6-methylpyridin-2-yl)methyl)-7-(pyrimidin-4-yl)-2H-[1,2,3]triazolo[4,5-c]pyridin-6-yl)benzonitrile NC1=NC(=C(C=2C1=NN(N2)CC2=NC(=CC=C2)C)C2=NC=NC=C2)C2=C(C#N)C=CC=C2